C(#N)N1C[C@]2(CC2C1)NC(=O)C=1SC(=CN1)C1=C(C=NC=C1)SC1=CC=CC=C1 N-((1R)-3-cyano-3-azabicyclo[3.1.0]hexan-1-yl)-5-(3-(phenylthio)pyridin-4-yl)thiazole-2-carboxamide